C(C=C)C1(C(CCCC1)=O)C1=CC2=C(C=N1)C(=NN2C)C 2-allyl-2-(1,3-dimethylpyrazolo[4,3-c]pyridin-6-yl)cyclohexanone